C1N(CC2=CC=CC=C12)C12CC3(CC(CC(C1)C3)C2)NC(=O)C2=NC(=CC=C2)C 6-Methyl-pyridine-2-carboxylic acid [3-(1,3-dihydro-isoindol-2-yl)-adamantan-1-yl]-amide